CN(C=1C=C2C(=CC=NC2=CC1)NC1=NC=C(C(=O)NC2=CC=C(C=C2)OC2=CC(=NC=C2)C)C=C1)C 6-(6-(dimethylamino)quinolin-4-ylamino)-N-(4-(2-methylpyridin-4-yloxy)phenyl)nicotinamide